[Mg].N1(C)C(=O)NC=2N=CN(C)C2C1=O paraxanthine magnesium salt